N-((1R,2S)-2-fluorocyclopropyl)-6-(4-(5-formylpyridin-2-yl)indolin-1-yl)-8-(methylamino)imidazo[1,2-b]pyridazine-3-carboxamide F[C@@H]1[C@@H](C1)NC(=O)C1=CN=C2N1N=C(C=C2NC)N2CCC1=C(C=CC=C21)C2=NC=C(C=C2)C=O